[Cu]I.[Pd] palladium cuprous iodide